O=C1NC(=CC=C1C(=O)NC(C1=CC=C(C=C1)CCC)C1=CC=CC=C1)C(F)(F)F 2-oxo-N-(phenyl(4-propylphenyl)methyl)-6-(trifluoromethyl)-1,2-dihydropyridine-3-carboxamide